ClC=1C(=NC=2CN(CCC2C1)CC=1N(C2=C(N1)C=CC(=C2)C(=O)O)C[C@H]2OCC2)OCC=2SC(=CN2)Cl 2-({3-chloro-2-[(5-chloro-1,3-thiazol-2-yl)methoxy]-6,8-dihydro-5H-1,7-naphthyridin-7-yl}methyl)-3-[(2S)-oxetan-2-ylmethyl]-1,3-benzodiazole-5-carboxylic acid